C=C(C(=O)O)OP(=O)(C(=O)O)O The molecule is an organic phosphonate having O-1-carboxyvinyl and C-carboxy substituents. It is an organic phosphonate and a phosphonic ester. It is a conjugate acid of a 1-carboxylatovinyl carboxylatophosphonate(3-).